2-(3-Cyanopropanoyl)-N-[4-(1,1,1,3,3,3-hexafluoro-2-hydroxypropan-2-yl)phenyl]-5-(methylsulfonyl)-2,3-dihydro-1H-isoindol-1-carboxamid C(#N)CCC(=O)N1C(C2=CC=C(C=C2C1)S(=O)(=O)C)C(=O)NC1=CC=C(C=C1)C(C(F)(F)F)(C(F)(F)F)O